(±)-tert-butyl 3-(hydroxymethyl)pyrrolidine-1-carboxylate OC[C@H]1CN(CC1)C(=O)OC(C)(C)C |r|